tert-Butyl ((S*)-(7-((R)-cyclopropyl(2-(3,3-difluorocyclobutyl)acetamido)methyl)imidazo[1,2-b]pyridazin-2-yl)((1R,3s,5S)-6,6-difluorobicyclo[3.1.0]hexan-3-yl)methyl)carbamate C1(CC1)[C@H](C1=CC=2N(N=C1)C=C(N2)[C@H](C2C[C@H]1C([C@H]1C2)(F)F)NC(OC(C)(C)C)=O)NC(CC2CC(C2)(F)F)=O |o1:13|